N12CCN(C(CC1)CC2)C(=O)N2N=C(C1=C2[C@@H]2[C@H](C1)C2)C=2C=NC(=C(C2)Cl)OC (1,4-diazabicyclo[3.2.2]nonan-4-yl)((4aS,5aS)-3-(5-chloro-6-methoxy-pyridin-3-yl)-4,4a,5,5a-tetrahydro-1H-cyclopropa[4,5]cyclopenta[1,2-c]pyrazol-1-yl)meth-anone